C1(CC1)C=1C=C(C=CC1)O 3-cyclopropylphenol